[Ag].[Sn].[Ni] nickel-tin-silver